OCC(C(=O)SCCNC(CCNC([C@@H](C(COP(OP(OC[C@@H]1[C@H]([C@H]([C@@H](O1)N1C=NC=2C(N)=NC=NC12)O)OP(=O)(O)O)(=O)O)(=O)O)(C)C)O)=O)=O)C 3-Hydroxy-2-methylpropanoyl-CoA